(1S,2R)-4-methoxy-methyl-4-methyl-(9C1)-L-valinamide COC(C([9C@@H](NC)C(=O)N)C)C